FC=1C=C(C=C(C1)F)[C@@H]1CC=NN1C(=O)N1CC(C1)OC1=CC(=NC=C1F)C1=C(C=NN1C)C(=O)N (S)-5-(4-((1-(5-(3,5-difluorophenyl)-4,5-dihydro-1H-pyrazole-1-carbonyl)azetidin-3-yl)oxy)-5-fluoropyridin-2-yl)-1-methyl-1H-pyrazole-4-carboxamide